CCC(=O)OC1=C(N=CS1)C ethyl 4-methyl-5-thiazolyl formate